(R)-5-(1-(3,5-dichloropyridin-4-yl)ethoxy)-3-(6-(3,3-dimethylazetidin-1-yl)-5-(methylsulfonyl)pyridin-3-yl)-6-methoxy-1H-indazole ClC=1C=NC=C(C1[C@@H](C)OC=1C=C2C(=NNC2=CC1OC)C=1C=NC(=C(C1)S(=O)(=O)C)N1CC(C1)(C)C)Cl